BrC1=C(C(=O)[O-])C=C(C(=C1Br)Br)Br 2,3,4,5-tetrabromobenzoate